ClC1=NC=C(C(=C1)C1=C(C=NC(=C1)C)C(=O)NC=1SC(=NN1)OC[C@H]1COCC1)OC (R)-2'-chloro-5'-methoxy-6-methyl-N-(5-((tetrahydrofuran-3-yl)methoxy)-1,3,4-thiadiazol-2-yl)-(4,4'-bipyridine)-3-carboxamide